4-chloro-2-(5-vinylthiophen-2-yl)benzoic acid ClC1=CC(=C(C(=O)O)C=C1)C=1SC(=CC1)C=C